(4-methyl)guaiacol CC=1C=C(C(=CC1)OC)O